N-(1-(3-chlorophenyl)-2-hydroxyethyl)-1-(2-((2,3-dihydrobenzo[b][1,4]dioxin-6-yl)amino)-5-methylpyrimidin-4-yl)-1H-pyrrole-3-carboxamide ClC=1C=C(C=CC1)C(CO)NC(=O)C1=CN(C=C1)C1=NC(=NC=C1C)NC1=CC2=C(OCCO2)C=C1